C(C1=CC=CC=C1)C1(C[C@@H]2[C@@H](CN(C2)CC(O)C=2C=CC(NN2)=O)C1)O rac-6-(2-((3aR,5r,6aS)-5-benzyl-5-hydroxyhexahydrocyclopenta[c]pyrrol-2(1H)-yl)-1-hydroxyethyl)pyridazin-3(2H)-one